methyl 7-(sec-butoxy)-2-((1S,4R)-1-methyl-2-oxabicyclo[2.2.1]heptan-4-yl)imidazo[1,2-a]pyridine-6-carboxylate C(C)(CC)OC1=CC=2N(C=C1C(=O)OC)C=C(N2)[C@@]21CO[C@@](CC2)(C1)C